2-(3-chlorophenyl)-2,2-difluoro-1-phenylethyl ((S)-1-(((S)-4-((2-hydroxyethyl)amino)-3,4-dioxo-1-((S)-2-oxopyrrolidin-3-yl)butan-2-yl)amino)-1-oxohexan-2-yl)carbamate OCCNC(C([C@H](C[C@H]1C(NCC1)=O)NC([C@H](CCCC)NC(OC(C(F)(F)C1=CC(=CC=C1)Cl)C1=CC=CC=C1)=O)=O)=O)=O